1,3-cyclohexanebismethylamine C1(CC(CCC1)CN)CN